N,N-diethyl-4-{[4,6-bis(3,5-dimethyl-1H-pyrazol-1-yl)-1,3,5-triazine-2-yl]}aniline C(C)N(C1=CC=C(C=C1)C1=NC(=NC(=N1)N1N=C(C=C1C)C)N1N=C(C=C1C)C)CC